(2S)-2-amino-2-((1r,4S)-4-methylcyclohexyl)-N-(4-((2-oxopyrrolidin-3-yl)oxy)pyridin-2-yl)acetamide N[C@H](C(=O)NC1=NC=CC(=C1)OC1C(NCC1)=O)C1CCC(CC1)C